isopropyl (S)-6-diazo-2-((S)-2-hydroxy-2-(pyrimidin-4-yl)acetamido)-5-oxohexanoate [N+](=[N-])=CC(CC[C@@H](C(=O)OC(C)C)NC([C@H](C1=NC=NC=C1)O)=O)=O